3-(3-((3-(1H-Pyrazol-1-yl)piperidin-1-yl)methyl)-4-chlorophenyl)-3-(1,4-dimethyl-1H-benzo[d][1,2,3]triazol-5-yl)propanoic acid, formic acid salt C(=O)O.N1(N=CC=C1)C1CN(CCC1)CC=1C=C(C=CC1Cl)C(CC(=O)O)C1=C(C2=C(N(N=N2)C)C=C1)C